FC(OC1=C(C=C(C=C1)C=1CCSC2=C(C1C=1C=NC(=CC1)O[C@@H]1CN(CC1)CCCF)C=CC(=C2)O)F)F 4-[4-(difluoromethoxy)-3-fluoro-phenyl]-5-[6-[(3S)-1-(3-fluoropropyl)pyrrolidin-3-yl]oxy-3-pyridyl]-2,3-dihydro-1-benzothiepin-8-ol